BrC=1C=C(C=C(C1I)Cl)NC(OC(C)(C)C)=O tert-butyl (3-bromo-5-chloro-4-iodophenyl)carbamate